C(\C=C\CCC)B1OC(C(N(C(C(O1)=O)(C)C)C)(C)C)=O (E)-2-(hex-2-en-1-yl)-5,5,6,7,7-pentamethyl-1,3,6,2-dioxazaborocane-4,8-dione